L-isoleucine N[C@@H]([C@@H](C)CC)C(=O)O